C(C)O[Si](CCSSSSCC[Si](OCC)(OCC)OCC)(OCC)OCC bis(2-triethoxy silyl-ethyl) tetrasulfide